3-(7-cyclopropylsulfonyl-[1,2,4]triazolo[4,3-a]pyridin-3-yl)cyclohexanamine C1(CC1)S(=O)(=O)C1=CC=2N(C=C1)C(=NN2)C2CC(CCC2)N